N-[3-(2-methylphenyl)-1H-pyrrolo[2,3-b]pyridin-6-yl]cyclopropanecarboxamide CC1=C(C=CC=C1)C1=CNC2=NC(=CC=C21)NC(=O)C2CC2